3-(Aminomethyl)-N-(1-(4-((4-aminopiperidin-1-yl)methyl)phenyl)-2-oxo-1,2-dihydropyrimidin-4-yl)piperidine-1-carboxamide hydrochloride salt Cl.NCC1CN(CCC1)C(=O)NC1=NC(N(C=C1)C1=CC=C(C=C1)CN1CCC(CC1)N)=O